C(C1=CC=CC=C1)[N+](=C\C=C(\CCC=C(C)C)/C)[O-] (2E)-N-benzyl-3,7-dimethyloct-2,6-diene-1-imine oxide